p-methoxybenzenediazonium COC1=CC=C(C=C1)[N+]#N